C(CCCCCCC)OC(=O)CCCCCCCCC capric octyl ester